trin-propyl borate B(OCCC)(OCCC)OCCC